NC1CCC(CC1)NCC(C1=CC=CC=C1)C=1C=CC(=C(C1)C=1C(=CC=C(C1F)F)C(=O)N)Cl 5'-(2-(((1r,4r)-4-aminocyclohexyl)amino)-1-phenylethyl)-2'-chloro-5,6-difluoro-[1,1'-biphenyl]-2-carboxamide